C(=O)C1=C(C(=C(N1)C)CC(=O)O)C (5-FORMYL-2,4-DIMETHYL-1H-PYRROL-3-YL)-ACETIC ACID